C(#N)C1(CCCCC1)CC(=O)N1CC(C=CC1)C 1-(2-(1-cyanocyclohexyl)acetyl)-3-methyl-1,2,3,6-tetrahydropyridin